3-(2-(2-((2-(2,6-dioxopiperidin-3-yl)-1,3-dioxoisoindolin-4-yl)amino)ethoxy)ethoxy)propyl methanesulfonate CS(=O)(=O)OCCCOCCOCCNC1=C2C(N(C(C2=CC=C1)=O)C1C(NC(CC1)=O)=O)=O